C12CN(CC(CC1)N2)C=2C1=C(N=C(N2)OCC2(C(C2)(C)C)CN(C)C)CN(CC1)C1=CC(=CC2=CC=CC(=C12)Br)O 4-(4-(3,8-diazabicyclo[3.2.1]octan-3-yl)-2-((1-((dimethylamino)methyl)-2,2-dimethylcyclopropyl)methoxy)-5,8-dihydropyrido[3,4-d]pyrimidin-7(6H)-yl)-5-bromonaphthalen-2-ol